ClC1=C(C=CC(=C1)Cl)C(C(=O)NCC=1C=C2CN(C(C2=CC1)=O)C1C(NC(CC1)=O)=O)(F)F 2-(2,4-dichlorophenyl)-N-((2-(2,6-dioxopiperidin-3-yl)-1-oxoisoindol-5-yl)methyl)-2,2-difluoroacetamide